l-valine 4-((S)-3-(4-(4-fluorophenoxy) pyridinamido)-5-methyl-4-oxo-2,3,4,5-tetrahydrobenzo[b][1,4]oxazepin-7-yl)-2,2-dimethylbut-3-yn-1-yl ester FC1=CC=C(OC2=CC(=NC=C2)C(=O)N[C@@H]2C(N(C3=C(OC2)C=CC(=C3)C#CC(COC([C@@H](N)C(C)C)=O)(C)C)C)=O)C=C1